C(C)(C)(C1CCC(CC1)O)C1CCC(CC1)O isopropylidene-bis(4-cyclohexanol)